2-Chloro-5-((R)-2-((R*)-1-(4-(difluoromethoxy)phenyl)ethyl)-8-methyl-1-oxo-1,2,7,8,9,10-hexahydropyrido[4',3':3,4]pyrazolo[1,5-d][1,2,4]triazine-9-carbonyl)benzonitrile ClC1=C(C#N)C=C(C=C1)C(=O)N1CC=2C(=NN3C=NN(C(C32)=O)[C@H](C)C3=CC=C(C=C3)OC(F)F)C[C@H]1C |o1:23|